BrC=1C=C(C=2N(C1)C=C(N2)C)CO (6-bromo-2-methylimidazo[1,2-a]pyridin-8-yl)methanol